((2-(hydroxymethyl)pyridin-4-yl)oxy)piperidine-1-carboxylic acid tert-butyl ester C(C)(C)(C)OC(=O)N1C(CCCC1)OC1=CC(=NC=C1)CO